N[C@@H](C(C)C)C(=O)N[C@@H](C)C(=O)[NH-] L-valyl-L-alanyl-amide